C(C)(C)NC(O[C@H]1C[C@H](CC1)C1=CC(=NN1)NC1=C(C=CC=2S(CCC21)(=O)=O)F)=O (1R,3S)-3-(3-((5-fluoro-1,1-dioxido-2,3-dihydrobenzo[b]thiophen-4-yl)amino)-1H-pyrazol-5-yl)cyclopentyl isopropylcarbamate